C1(=CC=CC=C1)C1=CC(=NN1)C(=O)OCC ethyl 5-phenyl-1H-pyrazole-3-carboxylate